6-((2-(4-isopropylpiperidin-1-yl)pyrimidin-5-yl)amino)spiro[3.3]heptan-2-ol C(C)(C)C1CCN(CC1)C1=NC=C(C=N1)NC1CC2(CC(C2)O)C1